isononyl ether C(CCCCCC(C)C)OCCCCCCC(C)C